C1(CC1)C1=NN(C(=C1C(F)(F)F)C(=O)NC1=CC(=NC=C1)S(=O)(=N)C)CC1CC2(CC2F)C1 3-cyclopropyl-1-((1-fluorospiro[2.3]hexan-5-yl)methyl)-N-(2-(S-methylsulfonimidoyl)pyridin-4-yl)-4-(trifluoromethyl)-1H-pyrazole-5-carboxamide